C(CO)(=O)O.N1CCCC1 pyrrolidine glycolate